OC1CCC2(C(=C(CC12)CCCCCCCC(=O)O)C1=CC=CC=C1)C(=C)C1=CC=CC=C1 8-(6-exo-hydroxy-3-phenyl-3a-(1-phenylvinyl)-1,3a,4,5,6,6a-hexahydropentalen-2-yl)octanoic acid